O=C1C=C(N=C2N1C=CC=C2C2=CC=C(C(=O)NC1CCOCC1)C=C2)C(F)(F)F 4-(4-oxo-2-(trifluoromethyl)-4H-pyrido[1,2-a]pyrimidin-9-yl)-N-(tetrahydro-2H-pyran-4-yl)benzamide